BrC=1C=NC(=NC1)COCCN(C(OC(C)(C)C)=O)C(=O)OC(C)(C)C tert-butyl N-[2-[(5-bromopyrimidin-2-yl)methoxy]ethyl]-N-tert-butoxycarbonyl-carbamate